ClC1=C(C(=O)NC[C@H]2C[C@H](CN2)NC(=O)[C@H]2N(C[C@H](C2)F)C(=O)OC(C)(C)C)C=CC(=C1)C#CC1=CC=C(C=C1)CN1CCOCC1 tert-butyl (2S,4S)-2-(((3R,5R)-5-((2-chloro-4-((4-(morpholinomethyl)phenyl)ethynyl)benzamido)methyl)pyrrolidin-3-yl)carbamoyl)-4-fluoropyrrolidine-1-carboxylate